C(C)OC(CCC(C#N)C1=C(C=C(C=C1F)Br)F)=O 4-(4-bromo-2,6-difluorophenyl)-4-cyanobutyric acid ethyl ester